(+/-)-tert-butyl (3S,4R)-4-((2-carbamothioyl-1-(2,2,2-trifluoroethyl)-1H-indol-4-yl)amino)-3-fluoropiperidine-1-carboxylate C(N)(=S)C=1N(C2=CC=CC(=C2C1)N[C@H]1[C@H](CN(CC1)C(=O)OC(C)(C)C)F)CC(F)(F)F |r|